C(C(=O)[C@H]([C@@H](C(=O)CO)O)O)O 5-ketofructose